BrC1=C(C[C@H](N)C(=O)O)C=CC=C1 2-bromo-L-phenylalanine